ClN[C@@H]1[C@H](CCC1)OCCC(=O)O 3-{[(1S,2S)-2-(chloroamino)cyclopentyl]oxy}propanoic acid